N-[(2S)-1-aminopropan-2-yl]-4-[[3-(4-chloro-2,3-difluorophenyl)imidazo[1,2-a]pyrazin-8-yl]amino]-2-methylbenzamide NC[C@H](C)NC(C1=C(C=C(C=C1)NC=1C=2N(C=CN1)C(=CN2)C2=C(C(=C(C=C2)Cl)F)F)C)=O